4-((5-Chloro-7-(2-((4-cyclopropyl-3-ethyl-2,6-dioxo-3,6-dihydropyrimidine-1(2H)-yl)methyl)thieno[3,2-b]pyridin-7-yl)-1H-indol-1-yl)methyl)piperidine-4-carbonitrile ClC=1C=C2C=CN(C2=C(C1)C1=C2C(=NC=C1)C=C(S2)CN2C(N(C(=CC2=O)C2CC2)CC)=O)CC2(CCNCC2)C#N